tert-butyl (2S)-4-(7-chloro-8-fluoro-2-(methylsulfinyl)pyridino[4,3-d]pyrimidin-4-yl)-2-(cyanomethyl)piperazine-1-carboxylate ClC1=C(C=2N=C(N=C(C2C=N1)N1C[C@@H](N(CC1)C(=O)OC(C)(C)C)CC#N)S(=O)C)F